BrC1=C2C=CN(C2=CC(=C1)Cl)C 4-bromo-6-chloro-1-methyl-1H-indole